CN1N=NC2=C1C=CC(=C2C)C(CC(=O)OCC)C=2C=C(C1=C(C=CS1)C2)CN2CC1=C(C[C@H](C2)CC)C=CC=N1 ethyl 3-(1,4-dimethyl-1H-benzotriazol-5-yl)-3-(7-{[(6R)-6-ethyl-5,6,7,9-tetrahydro-8H-pyrido[2,3-c]azepin-8-yl]methyl}-1-benzothiophen-5-yl)propanoate